C1(CC1)N1C[C@@H](C(CC1)OC=1C=CC(=NC1)C1=NSC(=N1)NC1=NC=CC=C1C)F 3-(5-((3S)-1-cyclopropyl-3-fluoro-piperidin-4-yloxy)pyridin-2-yl)-N-(3-methylpyridin-2-yl)-1,2,4-thiadiazol-5-amine